[2-(CYCLOHEXYLMETHOXY)PHENYL]BORANEDIOL C1(CCCCC1)COC1=C(C=CC=C1)B(O)O